Boc-L-glutamic acid 1-tert-butyl ester C(C)(C)(C)OC([C@@H](NC(=O)OC(C)(C)C)CCC(=O)O)=O